N-(3-([1,3]dioxolo[4,5-d]pyrimidin-5-yl)-1H-pyrazol-5-yl)-4-((1-methylpiperidin-4-yl)amino)benzamide O1COC=2N=C(N=CC21)C2=NNC(=C2)NC(C2=CC=C(C=C2)NC2CCN(CC2)C)=O